trans-((3-(1-Isopropyl-1H-pyrazol-4-yl)phenyl)((trans-4-(4-methoxy-3-methylphenyl)cyclohexyl)methyl)carbamoyl)-1-methylcyclohexyl methylcarbamate CNC(O[C@]1([C@@H](CCCC1)C(N(C[C@@H]1CC[C@H](CC1)C1=CC(=C(C=C1)OC)C)C1=CC(=CC=C1)C=1C=NN(C1)C(C)C)=O)C)=O